6-[4-(4,4,5,5-tetramethyl-1,3,2-dioxaborolan-2-yl)phenyl]-2,6-diazaspiro[3.3]heptane-2-carboxylic acid tert-butyl ester C(C)(C)(C)OC(=O)N1CC2(C1)CN(C2)C2=CC=C(C=C2)B2OC(C(O2)(C)C)(C)C